(S)-(1-cyclopropyl-5-(difluoromethyl)-1H-pyrazol-4-yl)(4-(4-fluorobenzo[d]thiazol-2-yl)-6,7-dihydro-1H-imidazo[4,5-c]pyridin-5(4H)-yl)methanone C1(CC1)N1N=CC(=C1C(F)F)C(=O)N1[C@@H](C2=C(CC1)NC=N2)C=2SC1=C(N2)C(=CC=C1)F